2-(6-chloro-3-oxo-1,3-dihydro-2H-pyrrolo[3,4-c]pyridin-2-yl)acetaldehyde ClC1=CC2=C(C=N1)C(N(C2)CC=O)=O